The molecule is a member of the class of benzamides, obtained by formal condensation of the carboxy group of 2-(trifluoromethyl)benzoic acid with the amino group of 3-(ispropyloxy)aniline. A fungicide used to control a range of pathogens especially Rhizoctonia spp. on rice, turf and other crops. It has a role as an EC 1.3.5.1 [succinate dehydrogenase (quinone)] inhibitor and an antifungal agrochemical. It is a member of benzamides, an aromatic ether, a member of (trifluoromethyl)benzenes and a benzanilide fungicide. CC(C)OC1=CC=CC(=C1)NC(=O)C2=CC=CC=C2C(F)(F)F